ClC1=NC=C(C=N1)OC1=CN=C(S1)NC(=O)C1CC(C1)OC N-(5-((2-chloropyrimidin-5-yl)oxy)thiazol-2-yl)-3-methoxycyclobutanecarboxamide